FC1=CC=C(C=C1)C=CC=CC(=O)[O-] 5-(4-fluorophenyl)-2,4-pentadienoate